Methyl 5-chloro-4-hydroxy-2-methylbenzoate ClC=1C(=CC(=C(C(=O)OC)C1)C)O